6-bromo-3-(2,3-dimethyl-2H-pyrazolo[3,4-C]pyridin-4-yl)thieno[3,2-d]pyrimidine-2,4(1H,3H)-dione BrC1=CC=2NC(N(C(C2S1)=O)C=1C=2C(C=NC1)=NN(C2C)C)=O